[Si](C)(C)(C(C)(C)C)OCC(O)C1=CC=CC=C1 2-((tert-butyldimethylsilyl)oxy)-1-phenylethane-1-ol